3-Methyl-7-oxo-3-(1H-1,2,3-triazol-1-ylmethyl)-4-thia-1-azabicyclo[3.2.0]heptane-2-carboxylic acid 4,4-dioxide sodium salt [Na+].CC1(C(N2C(CC2S1(=O)=O)=O)C(=O)[O-])CN1N=NC=C1